C12N(CC(NC1)CC2)C=2C1=C(N=C(N2)OCC2(CC2)CN2CCOCC2)C(N(CC1)C1=CC(=CC2=CC=C(C(=C12)C#C)F)O)=O 4-(2,5-Diazabicyclo[2.2.2]octan-2-yl)-7-(8-ethynyl-7-fluoro-3-hydroxynaphthalen-1-yl)-2-((1-(morpholinomethyl)cyclopropyl)methoxy)-6,7-dihydropyrido[3,4-d]pyrimidin-8(5H)-one